2-methyl-5-(trifluoromethyl)pyrazol CN1N=C(C=C1)C(F)(F)F